ClCC=1N(C=CN1)S(=O)(=O)N(C)C 2-(chloromethyl)-N,N-dimethyl-1H-imidazole-1-sulfonamide